N1(N=CC2=CC=CC=C12)\C(\C(=O)NC)=C/OC1OC(C(=C1)C)=O (Z)-2-indazol-1-yl-N-methyl-3-[(4-methyl-5-oxo-2H-furan-2-yl)oxy]prop-2-enamide